7-(4-(9H-purin-6-yl)-3,4-dihydro-2H-1,4-thiazin-6-yl)-3,4-dihydroisoquinolin-1(2H)-one N1=CN=C2NC=NC2=C1N1CCSC(=C1)C1=CC=C2CCNC(C2=C1)=O